6-(3-Bromo-1-(3-chloropyridin-2-yl)-1H-pyrazol-5-carboxamido)-N-methoxy-5-methylpyrazolo[1,5-a]pyridin-7-carboxamid BrC1=NN(C(=C1)C(=O)NC=1C(=CC=2N(C1C(=O)NOC)N=CC2)C)C2=NC=CC=C2Cl